(S)-6-(2-amino-5-(2-fluoro-4-(2-isopropylmorpholino)phenyl)pyridin-3-yl)-7-fluoro-3,4-dihydroisoquinolin-1(2H)-one NC1=NC=C(C=C1C=1C=C2CCNC(C2=CC1F)=O)C1=C(C=C(C=C1)N1C[C@@H](OCC1)C(C)C)F